1-tert-Butyl-5-{[2-(4-chlorophenyl)imidazo[1,2-a]pyridin-3-yl]methyl}-2,5-diazabicyclo[2.2.2]octane-2-carboxylate C(C)(C)(C)C12N(CC(N(C1)CC1=C(N=C3N1C=CC=C3)C3=CC=C(C=C3)Cl)CC2)C(=O)[O-]